1-(4-(2-(1H-pyrazol-4-yl)pyridin-4-yloxy)-2-fluorophenyl)-3-(3-tert-butyl-1-(1,2,3,4-tetrahydroisoquinolin-6-yl)-1H-pyrazol-5-yl)urea N1N=CC(=C1)C1=NC=CC(=C1)OC1=CC(=C(C=C1)NC(=O)NC1=CC(=NN1C=1C=C2CCNCC2=CC1)C(C)(C)C)F